CN1CCN(CC1)C1=CC=C(C=C1)C1=NNC=2C1=NNC(C2)=O 3-(4-(4-methylpiperazin-1-yl)phenyl)-1H-pyrazolo[4,3-c]pyridazin-6(5H)-one